(+/-)-4-[3-[2-chloro-4-(oxetan-3-yloxy)phenyl]-1,4-oxazepan-4-yl]-6-methyl-pyrimidin-2-amine ClC1=C(C=CC(=C1)OC1COC1)[C@@H]1COCCCN1C1=NC(=NC(=C1)C)N |r|